ClC1=C(C(=O)NC=2C(=NNC2)C(=O)NC2CCN(CC2)CC=2N=NC(=CC2)C2C(NC(CC2)=O)=O)C(=CC=C1)Cl 4-(2,6-dichlorobenzamido)-N-(1-((6-(2,6-dioxopiperidin-3-yl)pyridazin-3-yl)methyl)piperidin-4-yl)-1H-pyrazole-3-carboxamide